3-(trimethoxysilyl)propylchloride CO[Si](CCCCl)(OC)OC